(S)-5-(3-((S)-5-chloro-1-methyl-6-(trifluoromethyl)isoindolin-2-yl-3,3-d2)-3-oxopropyl)-5-cyclopropylimidazolidine-2,4-dione ClC=1C=C2C(N([C@H](C2=CC1C(F)(F)F)C)C(CC[C@@]1(C(NC(N1)=O)=O)C1CC1)=O)([2H])[2H]